O[C@@H]1CC[C@@]2(C3C[C@@H]([C@@]4([C@H](CCC4C3CC[C@@H]2C1)[C@@H](CCC(=O)[O-])C)C)O)C.[Na+] sodium (4R)-4-((3R,5R,10S,12S,13R,17R)-3,12-dihydroxy-10,13-dimethylhexadecahydro-1H-cyclopenta[a]phenanthren-17-yl)pentanoate